4-((1-(3-fluoropropyl)azetidin-3-yl)-2-methoxyphenyl)-8-methyl-6,7,8,9-tetrahydrooxazolo[5,4-f]isoquinolin-2(3H)-one FCCCN1CC(C1)C=1C(=C(C=CC1)C1=C2C(=C3CC(NCC3=C1)C)OC(N2)=O)OC